2-(((1R)-1-(2-(1-(hydroxymethyl)isoindolin-2-yl)-3,7-dimethyl-4-oxo-4H-pyrido[1,2-a]pyrimidin-9-yl)ethyl)amino)benzoic acid OCC1N(CC2=CC=CC=C12)C=1N=C2N(C(C1C)=O)C=C(C=C2[C@@H](C)NC2=C(C(=O)O)C=CC=C2)C